FCC(CF)OCOCCF 1,3-difluoro-2-((2-fluoro-ethoxy)methoxy)propane